tert-Butyl-4-(6-methoxy-2,3-dioxo-2,3-dihydropyrido[2,3-b]pyrazin-4(1H)-yl)piperidine C(C)(C)(C)N1CCC(CC1)N1C2=C(NC(C1=O)=O)C=CC(=N2)OC